C[C@@H](CC(=O)OCC)CCCOC1=C(C=C(C=C1)C)CN1C(=NC=C1C)C1=CC=C(C=C1)OC(F)(F)F ethyl (R)-3-methyl-6-(4-methyl-2-((5-methyl-2-(4-(trifluoromethoxy)phenyl)-1H-imidazol-1-yl)methyl)phenoxy)hexanoate